p-toluenesulfonic acid (tosylic acid) salt S(=O)(=O)(O)C1=CC=C(C)C=C1.CC1=CC=C(C=C1)S(=O)(=O)O